methyl 1-hydroxy-4-(N-isobutyl-N-(4-isopropoxyphenyl) sulfamoyl)-2-naphthoate OC1=C(C=C(C2=CC=CC=C12)S(N(C1=CC=C(C=C1)OC(C)C)CC(C)C)(=O)=O)C(=O)OC